2-bromo-5,7-dimethylimidazo[1,2-c]pyrimidine BrC=1N=C2N(C(=NC(=C2)C)C)C1